ClC=1C=C(C=C(C1)Cl)N1CCN(CC1)S(=O)(=O)C1=CC=C(C=C1)NC(C1=C(C=CC=C1)S(NCCC(CO)O)(=O)=O)=O N-(4-((4-(3,5-dichlorophenyl)piperazin-1-yl)sulfonyl)phenyl)-2-(N-(3,4-dihydroxybutyl)sulfamoyl)benzamide